FC1=C(C=CC=C1C)C1CCN(CC1)C(=O)C1CC2(C1)NC(OC2)=O (2s,4s)-2-(4-(2-fluoro-3-methylphenyl)piperidine-1-carbonyl)-7-oxa-5-azaspiro[3.4]Octane-6-one